biscitraconimidyl-diphenylmethane C1(C(C)=CC(N1C(C1=CC=CC=C1)(C1=CC=CC=C1)N1C(C(C)=CC1=O)=O)=O)=O